NC(CC(=O)N[C@@H](CC1=CNC=N1)C(=O)O)(C)C N-(3-amino-3,3-dimethylpropanoyl)-L-histidine